N-cyclopropyl-7-morpholino-5-(3-(m-tolyl)-1H-pyrazol-1-yl)-3H-imidazo[4,5-b]pyridine-2-carboxamide C1(CC1)NC(=O)C1=NC=2C(=NC(=CC2N2CCOCC2)N2N=C(C=C2)C=2C=C(C=CC2)C)N1